C(C1=CC=CC=C1)N1CC2(CCC(C1)N2C(=O)OC(C)(C)C)C=O tert-butyl 3-benzyl-1-formyl-3,8-diazabicyclo[3.2.1]octane-8-carboxylate